C(C)(CCC)Cl sec.-pentyl chloride